(2-aminoethoxy)-1-(4-(trifluoromethyl)phenyl)ethan-1-one NCCOCC(=O)C1=CC=C(C=C1)C(F)(F)F